N6-(tert-butoxycarbonyl)-N2-((29-(4-(2-(methylthio)pyrimidin-5-yl)-1H-1,2,3-triazol-1-yl)-3,6,9,12,15,18,21,24,27-nonaoxanonacosanoyl)-L-valyl)-L-lysine C(C)(C)(C)OC(=O)NCCCC[C@H](NC([C@@H](NC(COCCOCCOCCOCCOCCOCCOCCOCCOCCN1N=NC(=C1)C=1C=NC(=NC1)SC)=O)C(C)C)=O)C(=O)O